3-(5-(4-(hydroxymethyl)piperidin-1-yl)pyrimidin-2-yl)-N-((3-(1,1,1-trifluoro-2-methylpropan-2-yl)-1H-1,2,4-triazol-5-yl)methyl)isoxazole-5-carboxamide OCC1CCN(CC1)C=1C=NC(=NC1)C1=NOC(=C1)C(=O)NCC1=NC(=NN1)C(C(F)(F)F)(C)C